C(C1=CC=CC=C1)[C@@](C(=O)NC=1C(=NC2=C(C=CC=C2C1)F)C)(CC(C)C)C (2S)-2-benzyl-N-(8-fluoro-2-methyl-3-quinolyl)-2,4-dimethyl-pentanamide